(1,2,2-triphenylvinyl)benzaldehyde C1(=CC=CC=C1)C(=C(C1=CC=CC=C1)C1=CC=CC=C1)C1=C(C=O)C=CC=C1